[Al].[V] VANADIUM-ALUMINIUM